BrC1=CC=C(C=C1)C(OC)=C(C#N)C#N ((4-bromophenyl)(methoxy)methylene)malononitrile